(3-(2-methyl-2H-pyrazolo[3,4-b]pyridin-5-yl)-6-quinoxalinyl)(3,3,4,4-tetrafluoro-1-pyrrolidinyl)methanone CN1N=C2N=CC(=CC2=C1)C=1C=NC2=CC=C(C=C2N1)C(=O)N1CC(C(C1)(F)F)(F)F